pyridin-6-yl 3-azido-3-deoxy-2-O-methyl-1-thio-α-D-galactopyranoside N(=[N+]=[N-])[C@@H]1[C@H]([C@@H](SC2=CC=CC=N2)O[C@@H]([C@@H]1O)CO)OC